C1(CC1)C([C@@H](C(=O)NC1=NC(=C(C(=C1)F)C=1C(=NNC1C)C)F)NC(=O)C=1N(N=NC1)C(C)C)C1CC1 N-[(1S)-1-(dicyclopropylmethyl)-2-[[5-(3,5-dimethyl-1H-pyrazol-4-yl)-4,6-difluoro-2-pyridyl]amino]-2-oxo-ethyl]-3-isopropyl-triazole-4-carboxamide